1-(3-(4-([3,4'-bipyridyl]-5-yl)-1H-pyrazol-1-yl)-4-methylphenyl)-3-(5-(tert-butyl)isoxazol-3-yl)urea N1=CC(=CC(=C1)C=1C=NN(C1)C=1C=C(C=CC1C)NC(=O)NC1=NOC(=C1)C(C)(C)C)C1=CC=NC=C1